N-cyclohexyl-2-(3-methoxy-4-(2-((4-methoxy-2-methylphenyl)amino)-2-oxoethoxy)phenyl)-2-oxoacetamide C1(CCCCC1)NC(C(=O)C1=CC(=C(C=C1)OCC(=O)NC1=C(C=C(C=C1)OC)C)OC)=O